10-propyl-3,7-bis(α,α-dimethylbenzyl)-10H-phenothiazine-5,5-dioxide C(CC)N1C2=CC=C(C=C2S(C=2C=C(C=CC12)C(C1=CC=CC=C1)(C)C)(=O)=O)C(C1=CC=CC=C1)(C)C